C1(CC1)NC(C([C@H](CCC)NC(=O)[C@H]1N(C[C@H]2[C@@H]1CCC2)C([C@H](C(C)(C)C)NC(OCC2=CC=CC=C2)=O)=O)=O)=O Benzyl ((S)-1-((1S,3aR,6aS)-1-(((S)-1-(cyclopropylamino)-1,2-dioxohexan-3-yl)carbamoyl)hexahydrocyclopenta[c]pyrrol-2(1H)-yl)-3,3-dimethyl-1-oxobutan-2-yl)carbamate